(2,9-dimethyl-1,10-phenanthroline) copper (I) hexafluorophosphate F[P-](F)(F)(F)(F)F.[Cu+].CC1=NC2=C3N=C(C=CC3=CC=C2C=C1)C